(4R)-4-methyl-2-(1-methylpyrazolo[3,4-b]pyridin-4-yl)-6-(4-pyrrolidin-3-ylsulfonylpiperazin-1-yl)-3,4-dihydro-1H-isoquinoline C[C@H]1CN(CC2=CC=C(C=C12)N1CCN(CC1)S(=O)(=O)C1CNCC1)C1=C2C(=NC=C1)N(N=C2)C